((1S,6R,7R)-7-(2-fluorophenyl)-3-(3-(7-methylquinolin-6-yl)-1H-pyrazolo[3,4-b]pyrazin-6-yl)-3-azabicyclo[4.1.0]heptan-7-yl)methanamine FC1=C(C=CC=C1)[C@]1([C@@H]2CCN(C[C@H]12)C1=CN=C2C(=N1)NN=C2C=2C=C1C=CC=NC1=CC2C)CN